1-(2-(1H-indol-3-yl) ethyl)-7-methoxy-2-((tetrahydro-2H-pyran-4-yl) methyl)-1,2,3,4-tetrahydroisoquinolin-6-ylbenzenesulfonate N1C=C(C2=CC=CC=C12)CCC1N(CCC2=CC(=C(C=C12)OC)OS(=O)(=O)C1=CC=CC=C1)CC1CCOCC1